3,4-dihydro-1H-pyrrolo[3,4-b]Indole-2-carboxylic acid tert-butyl ester C(C)(C)(C)OC(=O)N1CC=2NC=3C=CC=CC3C2C1